zinc-cobalt-chromium [Cr].[Co].[Zn]